(5aR,6S,6aS)-3-((3-(2-(trifluoromethyl)phenyl)-2,3-dihydrospiro[indene-1,3'-oxetan]-5-yl)methoxy)-5,5a,6,6a-tetrahydrocyclopropa[4,5]cyclopenta[1,2-c]pyridine-6-carboxylic acid FC(C1=C(C=CC=C1)C1CC2(COC2)C2=CC=C(C=C12)COC1=CC2=C(C=N1)[C@H]1[C@@H](C2)[C@@H]1C(=O)O)(F)F